C(#N)C/C(/C(=O)OCC)=C\C1=NN(C=C1[N+](=O)[O-])C (E)-ethyl 2-(cyanomethyl)-3-(1-methyl-4-nitro-1H-pyrazol-3-yl)acrylate